[Si](C)(C)(C(C)(C)C)OCCCNC=1SC(=C(N1)C(=O)OCC)CCCCl ethyl 2-[3-[tert-butyl(dimethyl)silyl]oxypropylamino]-5-(3-chloropropyl)thiazole-4-carboxylate